(S,Z)-(1-(6-(2-(8-(3,3-Difluoroazetidin-1-yl)imidazo[1,2-a]pyrazin-6-yl)-2-fluorovinyl)-3-(2-fluorophenoxy)-2-(trifluoromethyl)phenyl)piperidin-3-yl)methanamine FC1(CN(C1)C=1C=2N(C=C(N1)/C(=C/C1=CC=C(C(=C1N1C[C@@H](CCC1)CN)C(F)(F)F)OC1=C(C=CC=C1)F)/F)C=CN2)F